CCCCCCCCCCCCCCCCCCCCCC(C(=O)N[C@@H](CO[C@H]1[C@@H]([C@H]([C@@H]([C@H](O1)CO)O)O)O)[C@@H](/C=C/CCCCCCCCCC(C)C)O)O The molecule is an N-acyl-1-O-beta-D-glucosyl-15-methylhexadecasphing-4-enine in which the acyl group has 23 carbons and 0 double bonds and is 2-hydroxylated. It derives from a 15-methylhexadecasphing-4-enine.